N1(C=NC=C1)CCNC(=O)C1CCN(CC1)C=1SC2=C(N1)C=CC(=C2)C(=O)O 2-(4-(2-(1H-imidazol-1-yl)ethylcarbamoyl)piperidin-1-yl)benzo[d]thiazole-6-carboxylic acid